ClC=1C=NC(=NC1)C12CC[C@@H](CC2C1)OC[C@@H]1N([C@@H](C[C@@H]1NS(=O)(=O)C)C)C(=O)OC methyl (2R,3S,5R)-2-((((3S)-6-(5-chloropyrimidin-2-yl)bicyclo[4.1.0]heptan-3-yl)oxy)methyl)-5-methyl-3-(methylsulfonamido)pyrrolidine-1-carboxylate